COC=1C=C2C=CC(=CC2=CC1)C=O 6-methoxy-2-NAPHTHALDEHYDE